FC1(OC2=C(O1)C=CC(=C2)C2(CC2)C(=O)NC=2C=C1C=C(N(C1=CC2F)C[C@H]2OC(OC2)(C)C)C(CO)(C)C)F (R)-1-(2,2-difluorobenzo[d][1,3]dioxol-5-yl)-N-(1-((2,2-dimethyl-1,3-dioxolan-4-yl)methyl)-6-fluoro-2-(1-hydroxy-2-methylpropan-2-yl)-1H-indol-5-yl)cyclopropanecarboxamide